4-(3-methoxyphenyl)-1,3,2-dioxaphosphorinane 2-sulfide COC=1C=C(C=CC1)C1OP(OCC1)=S